OCC1=C(C=C(C#N)C=C1)OC 4-(hydroxymethyl)-3-methoxy-benzonitrile